4-(5-Bromo-3-nitropyridin-2-yl)thiomorpholine 1,1-dioxide BrC=1C=C(C(=NC1)N1CCS(CC1)(=O)=O)[N+](=O)[O-]